N[C@H]1[C@H](CCC[C@@H]1C1=C(C2=NC(=CC(=C2S1)NCC=1SC=CC1)Cl)C)O (1s,2r,3s)-2-amino-3-(5-chloro-3-methyl-7-((thiophen-2-ylmethyl)amino)thieno[3,2-b]pyridin-2-yl)cyclohexan-1-ol